(3-chloro-2,4-dimethyl-5,7-dihydropyrrolo[3,4-b]pyridin-6-yl)-[(3R)-(5-methylpyrimidin-2-yl)pyrrolidin-3-yl]methanone (Z)-4-tridecen-1-yl-acetate C(CC\C=C/CCCCCCCC)CC(=O)O.ClC=1C(=C2C(=NC1C)CN(C2)C(=O)[C@H]2CN(CC2)C2=NC=C(C=N2)C)C